6-propylbenzenoic acid C(CC)C1=CC=CC=C1C(=O)O